4-[(2,4-dibromophenoxypropylthio)methyl]1,3-dihydroimidazol-2-one BrC1=C(OCCCSCC=2NC(NC2)=O)C=CC(=C1)Br